ethyl N-[2-oxo-3-(triphenylmethyl)-2,3-dihydro-1,3-benzoxazol-6-yl]carbamate O=C1OC2=C(N1C(C1=CC=CC=C1)(C1=CC=CC=C1)C1=CC=CC=C1)C=CC(=C2)NC(OCC)=O